FC=1C=C2C(=CC=NC2=CC1)OC=1C=C(C=C(C1)OC)CC(=O)N (3-((6-fluoroquinolin-4-yl)oxy)-5-methoxyphenyl)acetamide